C(CCCCCCCCCCCCCCCCCCCCC)NC(CN)C n-docosylpropylenediamine